(3R,4R)-1-[6-[(3R,4S)-1-(1,6-dimethylpyrazolo[3,4-b]pyridin-4-yl)-3-methyl-4-piperidinyl]-3-pyridinyl]-4-methoxy-pyrrolidin-3-amine CN1N=CC=2C1=NC(=CC2N2C[C@@H]([C@H](CC2)C2=CC=C(C=N2)N2C[C@H]([C@@H](C2)OC)N)C)C